O(F)F.[Zr] zirconium oxy fluoride